CC([C@@H](C(=O)N1C(CC(C1)O)C(=O)NC)N1N=NC(=C1)CN1C(CS(CC1)(=O)=O)C)(C)C 1-[(2S)-3,3-dimethyl-2-[4-[(3-methyl-1,1-dioxo-1,4-thiazinan-4-yl)methyl]triazol-1-yl]butyryl]-4-hydroxy-N-methyl-pyrrolidine-2-carboxamide